BrC1=CC(=C(CNC(=O)C2CCN(CC2)CC2=CSC=C2)C=C1)C(F)(F)F N-(4-bromo-2-(trifluoromethyl)benzyl)-1-(thiophen-3-ylmethyl)piperidine-4-carboxamide